O1C(OCC1)C1=CC=C(C(=O)NC2=NC=CC=C2O)C=C1 4-(1,3-Dioxolan-2-yl)-N-(3-hydroxypyridin-2-yl)benzamide